1-(4-(7-(benzyloxy)-2H-chromene-4-yl)-2-fluorophenyl)-4-(dimethoxymethyl)piperidine C(C1=CC=CC=C1)OC1=CC=C2C(=CCOC2=C1)C1=CC(=C(C=C1)N1CCC(CC1)C(OC)OC)F